C[C@H]1[C@@H](CN(C1)CC1=NC=CC=N1)C=1NC(C=2N(C1)C(=NC2)C2CCOCC2)=O (3S,4S)-trans-6-(4-methyl-1-pyrimidin-2-ylmethyl-pyrrolidin-3-yl)-3-(tetrahydropyran-4-yl)-7H-imidazo[1,5-a]pyrazin-8-one